IC=1C=NN2C1C=CC(=C2)C2CCOCC2 3-iodo-6-tetrahydropyran-4-yl-pyrazolo[1,5-a]pyridine